1,15-bis(hexylthio)-8-oxopentadecane-2,14-diylbis(decanoate) C(CCCCC)SCC(CCCCCC(CCCCCC(CSCCCCCC)CCCCCCCCCC(=O)[O-])=O)CCCCCCCCCC(=O)[O-]